FC(C1(OCC1)C=1C=C(C=CC1)O)(F)F 3-(2-(trifluoromethyl)oxetan-2-yl)phenol